N-methyl-piperidone CN1C(CCCC1)=O